2-(7-bromo-1H-indol-5-yl)-4-(trifluoromethyl)-3H-isoindol-1-one BrC=1C=C(C=C2C=CNC12)N1C(C2=CC=CC(=C2C1)C(F)(F)F)=O